O[C@@H](COC=1C=CC2=C(C(C=3NC4=CC(=CC=C4C3C2=O)C2=CN=CS2)(C)C)C1)CO 8-((R)-2,3-Dihydroxy-propoxy)-6,6-dimethyl-3-thiazol-5-yl-5,6-dihydro-benzo[b]carbazol-11-one